NCCSN=C1N(CCCN1)CC(=O)O 2-[2-{[(2-aminoethyl)-sulfanyl]imino}-1,3-diazinan-1-yl]acetic acid